C1(=CCCCC1)C1=C(C=CC(=C1)C1CCN(CC1)C(CN(C)C)=O)NC(=O)C=1NC=C(N1)C#N 4-Cyano-1H-imidazole-2-carboxylic acid {2-cyclohex-1-enyl-4-[1-(2-dimethylamino-acetyl)-piperidin-4-yl]-phenyl}-amide